1-cyclopropyl-3-(4-((6,7-dimethoxyquinazolin-4-yl)oxy)phenyl)urea C1(CC1)NC(=O)NC1=CC=C(C=C1)OC1=NC=NC2=CC(=C(C=C12)OC)OC